F[C@@H]1CN(CC[C@@H]1NC1=NN2C(C(=N1)OC)=C(C=C2)C=2C=CC1=C(N(N=N1)CCCF)C2)C N-((3R,4S)-3-fluoro-1-methylpiperidin-4-yl)-5-(1-(3-fluoropropyl)-1H-benzo[d][1,2,3]triazol-6-yl)-4-methoxypyrrolo[2,1-f][1,2,4]triazin-2-amine